C(#C)C=1N=CN2C3=CC=C(C=C3C3=NN=C(N3CC12)COC)OC 5-ethynyl-15-methoxy-9-(methoxymethyl)-2,4,8,10,11-pentaaza-tetracyclo[11.4.0.02,6.08,12]Heptadecane-1(17),3,5,9,11,13,15-heptaene